N1(C=NC=C1)C1=CC=C(N=N1)C(=O)O 6-(1H-imidazol-1-yl)pyridazine-3-formic acid